1-Amino-3-bis-(2-hydroxy-ethyl)aminobenzol NC1=CC(=CC=C1)N(CCO)CCO